2-(1-Cyclopropyl-1H-pyrazol-4-yl)-5-[({1-[2-fluoro-4-(trifluoromethyl)phenyl]cyclopropyl}carbonyl)amino]benzoic acid C1(CC1)N1N=CC(=C1)C1=C(C(=O)O)C=C(C=C1)NC(=O)C1(CC1)C1=C(C=C(C=C1)C(F)(F)F)F